C(C1=CC=CC=C1)NCC1CC(C1)OC N-benzyl-1-((1s,3s)-3-methoxycyclobutyl)methylamine